C(N)(=O)[C@H]1N(CCOC1)C(=O)OC(C)(C)C tert-butyl (3S)-3-carbamoylmorpholine-4-carboxylate